Tert-butyl-6-(5-(2-fluoro-phenyl)-4-(trifluoromethyl)-1H-pyrazol-1-yl)-2-azaspiro[3.3]heptane-2-carboxylate C(C)(C)(C)OC(=O)N1CC2(C1)CC(C2)N2N=CC(=C2C2=C(C=CC=C2)F)C(F)(F)F